FC1CN(CCC1)C 3-fluoro-1-methylpiperidine